1-(2-(7-(3,4-Dichlorophenylamino)-3,4-dihydro-1H-carbazol-9(2H)-yl)ethyl)guanidine ClC=1C=C(C=CC1Cl)NC1=CC=C2C=3CCCCC3N(C2=C1)CCNC(=N)N